N-((4aS,6S)-1-(4-Fluorophenyl)-4a-(4-fluoropicolinoyl)-4,4a,5,6,7,8-hexahydro-1H-benzo[f]indazol-6-yl)-1-methyl-1H-1,2,4-triazole-3-sulfonamide FC1=CC=C(C=C1)N1N=CC=2C[C@]3(C(=CC12)CC[C@@H](C3)NS(=O)(=O)C3=NN(C=N3)C)C(C3=NC=CC(=C3)F)=O